C(C1C(C)O1)OC(C=C)=O acrylic acid 2,3-epoxybutyl ester